C1(=CC=CC=2C3=CC=CC=C3CC12)COC(=O)Cl fluorenyl-methyloxy-carbonyl chloride